3-amino-N-[(6S)-2-[(3R,4R)-3-amino-4-(difluoromethyl)pyrrolidin-1-yl]-5,6,7,8-tetrahydroquinolin-6-yl]-6-methylthieno[2,3-b]pyridine-2-carboxamide NC1=C(SC2=NC(=CC=C21)C)C(=O)N[C@@H]2CC=1C=CC(=NC1CC2)N2C[C@@H]([C@@H](C2)C(F)F)N